5-chloro-3-(2-(3-(3-chlorophenyl)-4-oxothiazolidin-2-ylidene)hydrazono)-1H-indol-2-one ClC=1C=C2C(C(NC2=CC1)=O)=NN=C1SCC(N1C1=CC(=CC=C1)Cl)=O